NC[C@H](CC(=O)O)C1=CC=C(C=C1)Cl |r| (RS)-4-amino-3-(4-chlorophenyl)butanoic acid